1-[[[1-[3-[2-(7-chloro-2-quinolinyl)ethenyl]phenyl]-3-[2-(1-hydroxy-1-methylethyl)phenyl]propyl]thio]methyl]cyclopropaneacetic acid, monosodium salt [Na+].ClC1=CC=C2C=CC(=NC2=C1)C=CC=1C=C(C=CC1)C(CCC1=C(C=CC=C1)C(C)(C)O)SCC1(CC1)CC(=O)[O-]